1-O-oleyl-sn-glycerol C(CCCCCCC\C=C/CCCCCCCC)OC[C@@H](O)CO